ClC=1C=C(CCN2[C@H](C[C@H](C2)COC2=CC=C(C=C2)S(=O)(=O)C)C)C=CC1 |o1:9| (2S,4R) or (2S,4S)-1-(3-chlorophenethyl)-2-methyl-4-((4-(methylsulfonyl)phenoxy)methyl)pyrrolidine